1-(5-(4-amino-7-cyclopropyl-7H-pyrrolo[2,3-d]pyrimidin-5-yl)imidazo[1,2-a]pyridin-8-yl)-3-(3-(1-methylcyclopropyl)isoxazol-5-yl)urea NC=1C2=C(N=CN1)N(C=C2C2=CC=C(C=1N2C=CN1)NC(=O)NC1=CC(=NO1)C1(CC1)C)C1CC1